(R)-7-(3-(3,4-difluorophenyl)-2-methylpropyl)-2-thia-7-azaspiro[3.5]nonane 2,2-dioxide FC=1C=C(C=CC1F)C[C@H](CN1CCC2(CS(C2)(=O)=O)CC1)C